C(#N)C=1C=C(C=CC1)C=1N=C(SC1C1=CC(=NC(=C1)C)C)NC(=O)N1C(CNCC1)(C)C N-[4-(3-Cyanophenyl)-5-(2,6-dimethyl-4-pyridyl)thiazol-2-yl]-2,2-dimethyl-piperazin-1-carboxamid